azido-L-phenylalanine N(=[N+]=[N-])N[C@@H](CC1=CC=CC=C1)C(=O)O